piperazin-1-yl(4-(3-(piperidine-1-carbonyl)pyrazolo[1,5-a]pyridin-7-yl)phenyl)methanone N1(CCNCC1)C(=O)C1=CC=C(C=C1)C1=CC=CC=2N1N=CC2C(=O)N2CCCCC2